(N-maleimidopropionamido)-tetraethyleneglycol C1(C=CC(N1N(C(CC)=O)C(COCCOCCOCCO)O)=O)=O